C(C)(C)(C)OC(=O)N[C@@H](C(=O)OC(C)(C)C)CCCO tert-butyl (R)-2-((tert-butoxycarbonyl) amino)-5-hydroxypentanoate